COC1=C2CCNCC2=CC(=C1)C=1N=C2C(=NC1)N(C=C2C2=CC(=C(C(=O)OC(C)(C)C)C=C2)C)S(=O)(=O)CC2=CC=CC=C2 tert-butyl 4-(2-(5-methoxy-1,2,3,4-tetrahydroisoquinolin-7-yl)-5-toluenesulfonyl-5H-pyrrolo[2,3-b]pyrazin-7-yl)-2-methylbenzoate